5-[5-oct-2-enyl]oxapentan-2-one CC=CCC(CCC)CCCC(O)=O